methyl 4-(4-(difluoromethyl) pyrimidin-2-yl)-2-nitrobenzoate FC(C1=NC(=NC=C1)C1=CC(=C(C(=O)OC)C=C1)[N+](=O)[O-])F